1,2-dinitrophenylhydrazine [N+](=O)([O-])C1(C(C=CC=C1)[N+](=O)[O-])NN